NC1=CC=C(OC2CCC(CC2)NC(=O)NC23C[C@]4(C[C@](CC(C2)C4)(C3)C)C)C=C1 1-((1r,4R)-4-(4-aminophenoxy)cyclohexyl)-3-((1r,3R,5S,7R)-3,5-dimethyladamantan-1-yl)urea